FC(OC=1C(=NC(=NC1)C1COC1)NC1=NNC2=CC(=CC=C12)[C@@H]1C[C@@]12C(NC1=CC=C(C=C21)OC)=O)F (1R,2S)-2-(3-{[5-(difluoromethoxy)-2-(oxetan-3-yl)pyrimidin-4-yl]amino}-1H-indazol-6-yl)-5'-methoxyspiro[cyclopropane-1,3'-indol]-2'(1'H)-one